C1(CCC(C2CCCCC12)O)O decahydro-1,4-naphthalenediol